8-bromo-2-(2-(4-(trifluoromethoxy)phenoxy)acetyl)-1,3,4,12a-tetrahydrobenzo[e]pyrazino[1,2-a][1,4]diazepine-6,12(2H,11H)-dione BrC1=CC2=C(NC(C3N(C2=O)CCN(C3)C(COC3=CC=C(C=C3)OC(F)(F)F)=O)=O)C=C1